BrC1=C(SC=C1)S(=O)(=O)NC1=C(N=CS1)C(=O)O 5-[(3-bromothiophen-2-yl)sulfonylamino]-1,3-thiazole-4-carboxylic acid